5-chloro-4-[3-(dimethylamino)pyrrolidin-1-yl]-2-(4-pyridyl)-1H-pyrimidin-6-one ClC1=C(N=C(NC1=O)C1=CC=NC=C1)N1CC(CC1)N(C)C